COCOC1=C(OC=2C3=C(C=CC2C1=O)OC(O3)(C3=CC=CC=C3)C3=CC=CC=C3)C3=CC=C(C=C3)CCCN(C(=N)NOC(C)(C)C)OC(C)(C)C 1-(3-(4-(7-(Methoxymethoxy)-6-oxo-2,2-diphenyl-6H-[1,3]dioxolo[4,5-h]chromen-8-yl)phenyl)propyl)-1,3-bis-tert-butyloxy-guanidine